C(C)(=O)C=1C(=C(NC1C)C1=NC2=C(N1)C=CC(=C2)NS(=O)(=O)C(C)C)C2=CC=CC=C2 N-(2-(4-acetyl-5-methyl-3-phenyl-1H-pyrrol-2-yl)-1H-benzo[d]imidazol-5-yl)propane-2-sulfonamide